C(C(C)C)N1N=C2C(=N1)C(=CC=C2C2=CC=C(C=C2)C(C)(C)C)Br 2-isobutyl-4-(4-tert-butylphenyl)-7-bromobenzotriazole